CC(C)S(=O)(=O)CC1=NN=C2N1C(=CC=C2C(=O)NC=2OC(=NN2)C)C(F)(F)F 3-[[(1-methylethyl)sulfonyl]methyl]-N-(5-methyl-1,3,4-oxadiazol-2-yl)-5-(trifluoromethyl)-1,2,4-triazolo[4,3-a]pyridine-8-carboxamide